FC1(C2(CN(C2)C2=CC3=C(N(C(N3C)=O)C3C(NC(CC3)=O)=O)C=C2)CCNC1)F 3-[5-(5,5-Difluoro-2,7-diazaspiro[3.5]nonan-2-yl)-3-methyl-2-oxo-benzimidazol-1-yl]piperidine-2,6-dione